C1(CC1)C=1C=C(C=CC1)C1=NC(=NC=C1F)NC1CCC(CC1)NC(=O)C1CCN(CC1)C1C(CN(CC1)C1=C(C=C(C=C1)NC1C(NC(CC1)=O)=O)F)F N-((1r,4r)-4-((4-(3-cyclopropylphenyl)-5-fluoropyrimidin-2-yl)amino)cyclohexyl)-1'-(4-((2,6-dioxopiperidin-3-yl)amino)-2-fluorophenyl)-3'-fluoro-[1,4'-bipiperidine]-4-carboxamide